C(=O)O.C(#N)C1=C(N=C(S1)N(C1=C(N=C2N1C=C(C=C2)C=2C=NC(=NC2)N2CCC(CC2)NC(=O)[C@@H]2NC[C@H](C2)O)CC)C)C2=CC=C(C=C2)F (2R,4S)-N-(1-(5-(3-((5-cyano-4-(4-fluorophenyl)thiazol-2-yl)(methyl)amino)-2-ethyl-imidazo[1,2-a]pyridin-6-yl)pyrimidin-2-yl)piperidin-4-yl)-4-hydroxypyrrolidine-2-carboxamide formate